(4R,6S)-6-[[(1E)-2-cyclopropyl-4-(4-fluorophenyl)-3-quinolinyl]vinyl]-2,2-dimethyl-1,3-dioxane-4-acetic acid tert-butyl ester C(C)(C)(C)OC(C[C@@H]1OC(O[C@@H](C1)C=CC=1C(=NC2=CC=CC=C2C1C1=CC=C(C=C1)F)C1CC1)(C)C)=O